Dimethyl 2,2'-(1,3-dithietane-2,4-diylidene)bis(3-oxobutanoate) S1C(SC1=C(C(=O)OC)C(C)=O)=C(C(=O)OC)C(C)=O